3-bis(2-hydroxyethyl)amino-2-hydroxy-propanesulfonic acid OCCN(CC(CS(=O)(=O)O)O)CCO